(2-bromo-5-methoxyphenyl)(3-methoxyphenyl)methanol BrC1=C(C=C(C=C1)OC)C(O)C1=CC(=CC=C1)OC